Benzoic acid 2-phenylethyl ester C1(=CC=CC=C1)CCOC(C1=CC=CC=C1)=O